1-[(6aS,8R,9R,9aR)-9-Hydroxy-2,2,4,4-tetraisopropyl-6a,8,9,9a-tetrahydro-6H-furo[3,2-f][1,3,5,2,4]trioxadisilocin-8-yl]-5-methyl-pyrimidine-2,4-dione O[C@H]1[C@@H](O[C@@H]2[C@@H]1O[Si](O[Si](OC2)(C(C)C)C(C)C)(C(C)C)C(C)C)N2C(NC(C(=C2)C)=O)=O